BrC1=CC2=C(C3=C(O2)C=C(C=C3)C(=O)O)C=C1 7-bromodibenzo[b,d]furan-3-carboxylic acid